S1C2=C(CC1)C=CC(=C2)C(C(C)NC)O 1-(2,3-dihydrobenzo[b]thiophen-6-yl)-2-(methylamino)propan-1-ol